(S)-6-(3-chloro-6-(difluoromethyl)-2-fluorophenyl)-3-methyl-N-(1-(1-(4-methyl-2-(methylsulfanyl)pyrimidin-5-yl)ethyl)-1H-pyrazol-4-yl)pyrazine-2-carboxamide ClC=1C(=C(C(=CC1)C(F)F)C1=CN=C(C(=N1)C(=O)NC=1C=NN(C1)[C@@H](C)C=1C(=NC(=NC1)SC)C)C)F